2-((3-(2-(4-chloro-3-fluorophenoxy)acetamido)bicyclo[1.1.1]pent-1-yl)carbamoyl)isonicotinic acid ClC1=C(C=C(OCC(=O)NC23CC(C2)(C3)NC(=O)C=3C=C(C(=O)O)C=CN3)C=C1)F